(2R,4R)-6-chloro-4-hydroxy-N-(3-{5-[cis-3-(trifluoromethoxy)cyclobutyl]-1,3-oxazol-2-yl}bicyclo[1.1.1]pent-1-yl)-3,4-dihydro-2H-1-benzopyran-2-carboxamide ClC=1C=CC2=C([C@@H](C[C@@H](O2)C(=O)NC23CC(C2)(C3)C=3OC(=CN3)[C@@H]3C[C@@H](C3)OC(F)(F)F)O)C1